tert-butyl 4-(1-(6-bromo-3-((4-methoxybenzyl)amino)pyrazin-2-yl)-1,3-dioxopentan-2-yl)piperazine-1-carboxylate BrC1=CN=C(C(=N1)C(C(C(CC)=O)N1CCN(CC1)C(=O)OC(C)(C)C)=O)NCC1=CC=C(C=C1)OC